2-[3,5-bis(trifluoromethyl)pyridin-2-yl]-6-fluoro-1,2,3,4-tetrahydronaphthalen-1-one FC(C=1C(=NC=C(C1)C(F)(F)F)C1C(C2=CC=C(C=C2CC1)F)=O)(F)F